tert-butyl (4-((4-((5-azido-7-(butylamino)-2H-pyrazolo[4,3-d]pyrimidin-2-yl)methyl)-3,5-dimethoxybenzyl)(methyl)amino)butyl)carbamate N(=[N+]=[N-])C=1N=C(C=2C(N1)=CN(N2)CC2=C(C=C(CN(CCCCNC(OC(C)(C)C)=O)C)C=C2OC)OC)NCCCC